Ethyl 5-(N-(6-((3R,5R)-3,5-dimethylpiperidin-1-yl)pyridin-3-yl)sulfamoyl)-2-methyl-1H-pyrrole-3-carboxylate C[C@H]1CN(C[C@@H](C1)C)C1=CC=C(C=N1)NS(=O)(=O)C1=CC(=C(N1)C)C(=O)OCC